C(C)OP(OCC)(=O)CC=1SC2=C(N1)C=CC(=C2)OC (6-methoxybenzo[d]thiazol-2-yl)methylphosphonic acid diethyl ester